1-(4-(aminomethyl)-4-methylpiperidin-1-yl)-7-methoxyisoquinoline-6-carboxamide NCC1(CCN(CC1)C1=NC=CC2=CC(=C(C=C12)OC)C(=O)N)C